C(CCCCC)(=O)N e-caproamide